BrC(C(=O)NC1=NC=C(C=C1)OCC(C)C)C 2-bromo-N-(5-isobutoxypyridin-2-yl)propanamide